C(C)P(=O)(CC)N=C=O Diethyl-phosphoryl isocyanate